NC1=CC=C(C=C1)C=1C=NN(C1)CCN(C(OC(C)(C)C)=O)C tert-butyl (2-(4-(4-aminophenyl)-1H-pyrazol-1-yl)ethyl)(methyl)carbamate